2'-chloro-4'-(3-phenylpropoxy)-4,5,5',6'-tetrahydro-2H-spiro[furan-3,8'-pyrano[3,4-b]pyridine] ClC1=CC(=C2C(=N1)C1(OCC2)COCC1)OCCCC1=CC=CC=C1